3-Amino-6-cyclopropyl-4-(5-fluoro-1H-indazol-4-yl)-1H-1,7-phenanthroline-2-one NC=1C(NC2=C3C=CC=NC3=C(C=C2C1C1=C2C=NNC2=CC=C1F)C1CC1)=O